2,5-dioxopyrrolidin-1-yl 3-cyclopropyl-3-(pyridin-2-yldisulfaneyl)propanoate C1(CC1)C(CC(=O)ON1C(CCC1=O)=O)SSC1=NC=CC=C1